quinazoline-4,7(8H)-dione N1=CNC(C=2C=CC(CC12)=O)=O